OC1C(C2CCC3(C4(CCC5(CCC(CC5C4=CC(C3C2(CC1)C)=O)(C(=O)O)C)C)C)C)(C)C 10-hydroxy-2,4a,6a,6b,9,9,12a-heptamethyl-13-oxo-1,2,3,4,4a,5,6,6a,6b,7,8,8a,9,10,11,12,12a,12b,13,14b-icosahydropicene-2-carboxylic acid